CN1N=C(C=C1C)NC1=NC=C(C(=N1)C1=CNC2=C(C=CC=C12)NC(CN1C[C@H](CC1)OC1=NOC(=C1)C(=O)N(C)C)=O)C (S)-3-((1-(2-((3-(2-((1,5-dimethyl-1H-pyrazol-3-yl)amino)-5-methylpyrimidin-4-yl)-1H-indol-7-yl)amino)-2-oxoethyl)pyrrolidin-3-yl)oxy)-N,N-dimethylisoxazole-5-carboxamide